butyl-4,6-dinitrophenol C(CCC)C1=C(C(=CC(=C1)[N+](=O)[O-])[N+](=O)[O-])O